9-trans-palmitoleic acid C(CCCCCCC\C=C\CCCCCC)(=O)O